[Ru].ClC/C=C/C(=O)NC1=C(C=C(C=C1)C(=O)N1CCC2=C(C=CC=C12)C1=CC2=C(N(C(=N2)CC)C)C=C1C(F)(F)F)C#N (E)-4-chloro-N-(2-cyano-4-(4-(2-ethyl-1-methyl-6-(trifluoromethyl)-1H-benzo[d]imidazol-5-yl)indoline-1-carbonyl)phenyl)but-2-enamide ruthenium